N-({4-[2-(2-aminopyridin-3-yl)-5-phenylimidazo[4,5-b]pyridin-3-yl]phenyl}methyl)-3-(4-formyl-3-hydroxyphenyl)propenamide NC1=NC=CC=C1C1=NC=2C(=NC(=CC2)C2=CC=CC=C2)N1C1=CC=C(C=C1)CNC(C=CC1=CC(=C(C=C1)C=O)O)=O